alpha-hydroxy-2-methyl-3-phenylpropenyl-phosphonous acid OC(=C(CC1=CC=CC=C1)C)P(O)O